C1CCC2=C(C=CC=C12)C1=C(C=C2C(=N1)C(=NN2)C=2C=CC(=NC2)C2CN(C2)C(CN(C)C)=O)OC 1-(3-(5-(5-(2,3-Dihydro-1H-inden-4-yl)-6-methoxy-1H-pyrazolo[4,3-b]pyridin-3-yl)pyridin-2-yl)azetidin-1-yl)-2-(dimethylamino)ethan-1-one